C(C1=CC=CC=C1)OC1=C(C(=NN1C)C)C1=NC=CC(=N1)N 2-(5-(benzyloxy)-1,3-dimethyl-1H-pyrazol-4-yl)pyrimidin-4-amine